6-bromobenzo[d]oxazole BrC1=CC2=C(N=CO2)C=C1